OCC(CCCN(CCCCCCCC(=O)N(CCCCCCCCCC)CCCCCCCCCC)CCCCCCCC(=O)N(CCCCCCCCCC)CCCCCCCCCC)(C)C 8,8'-((5-Hydroxy-4,4-Dimethylpentyl)Azanediyl)Bis(N,N-Didecyloctanamide)